(hydroxymethyl)-1H-indazol OCN1N=CC2=CC=CC=C12